CN(CCNC(CCC=1C(=C2NC1C=C1CC(C(=N1)C=C1C(=C(C(N1)=CC=1C(=C(C(N1)=C2)C=C)C)C=C)C)(C)CCC(=O)O)C)=O)C 3-(3-(3-((2-(dimethylamino)ethyl)amino)-3-oxopropyl)-2,8,12,17-tetramethyl-13,18-divinyl-7H,8H-porphyrin-8-yl)propanoic acid